(R)-6-(1-(fluoromethyl)cyclopropyl)-4-(3-methylmorpholinyl)-2-(1H-pyrazol-3-yl)-8,9-dihydro-1,3,6,9a-tetraazabenzo[cd]azulene-7(6H)-one FCC1(CC1)N1C=2C3=C(C(=NN3CCC1=O)C1=NNC=C1)N=C(C2)N2[C@@H](COCC2)C